CC(CC(C1=NN=NN1C(C)(CC(C)(C)C)C)NC1=NC=CN=C1)(C)C N-(3,3-dimethyl-1-(1-(2,4,4-trimethylpentan-2-yl)-1H-tetrazol-5-yl)butyl)pyrazin-2-amine